S(N)(OC[C@@H]1[C@H](C[C@@H](C1)NC1=NC=NC=C1C(=O)C=1SC=C(C1)[C@H]1OCCC2=CC=C(C=C12)Cl)O)(=O)=O [(1R,2S,4R)-4-{[5-({4-[(1S)-7-chloro-3,4-dihydro-1H-isochromen-1-yl]-2-thienyl} carbonyl)pyrimidin-4-yl]amino}-2-hydroxycyclopentyl]methyl sulfamate